C(C)(=O)N1CCOCC1 Acetylmorpholin